((6-carbamoyl-7-methoxyquinolin-4-yl)oxy)indoline-1-carboxylic acid 4-nitrophenyl ester [N+](=O)([O-])C1=CC=C(C=C1)OC(=O)N1C(CC2=CC=CC=C12)OC1=CC=NC2=CC(=C(C=C12)C(N)=O)OC